C1(CCCCCC1)[C@H](NC(OCC1C(C1)(F)F)=O)C(NC1=CC2=C(C(CC(O2)C2CC(C2)(F)F)C(=O)N2CC(C2)C(F)(F)F)C=C1)=O (2,2-difluorocyclopropyl)methyl N-[(S)-cycloheptyl[(2-(3,3-difluorocyclobutyl)-4-(3-(trifluoromethyl)azetidine-1-carbonyl)-3,4-dihydro-2H-1-benzopyran-7-yl)carbamoyl]methyl]carbamate